C(C)(=O)C=1NC2=CC=C(C=C2C1C=1N=NN(C1)CC1CCN(CC1)CCNS(=O)(=O)C1=CC=C(C=C1)C1=C(C=CC=C1OC)OC)F N-(2-(4-((4-(2-Acetyl-5-fluoro-1H-indol-3-yl)-1H-1,2,3-triazol-1-yl)methyl)piperidin-1-yl)ethyl)-2',6'-dimethoxy-[1,1'-biphenyl]-4-sulfonamid